tert-Butyl 4-[3-[bis[(2-methylpropan-2-yl)oxycarbonyl]amino]-6-bromo-2-oxo-1H-1,7-phenanthrolin-4-yl]-7-fluoroindazole-1-carboxylate CC(C)(C)OC(=O)N(C=1C(NC2=C3C=CC=NC3=C(C=C2C1C1=C2C=NN(C2=C(C=C1)F)C(=O)OC(C)(C)C)Br)=O)C(=O)OC(C)(C)C